C(C)(C)[C@H]1N2CC(C[C@@H]2CC1)=C (5s,7as)-5-isopropyl-2-methylenetetrahydro-1H-pyrrolizin